FC(CN1C=NC(=C1C=1C=CC=2N(N1)C(=CN2)CCO)C2=CC=C(C=C2)F)F 2-(6-(1-(2,2-difluoroethyl)-4-(4-fluoro-phenyl)-1H-imidazol-5-yl)imidazo[1,2-b]pyridazin-3-yl)ethanol